CC1(COCC2=CC=CC(=C12)C(C(=O)O)N1CC(C1)OCCCCCC1=NC=2NC(CCC2C=C1)C)C 2-(4,4-dimethylisochroman-5-yl)-2-(3-((5-(7-methyl-5,6,7,8-tetrahydro-1,8-naphthyridin-2-yl)pentyl)oxy)azetidin-1-yl)acetic acid